C(C)NC=1C2=C(N=C(N1)NC1=C(C=C(C=C1)S(=O)(=O)C)OC)NC=C2C(F)(F)F N4-ethyl-N2-(2-methoxy-4-(methyl-sulfonyl)phenyl)-5-(trifluoromethyl)-7H-pyrrolo[2,3-d]pyrimidine-2,4-diamine